methyl ferulate (methyl 3-(4-hydroxy-3-methoxyphenyl)acrylate) CC(C(=O)O)=CC1=CC(=C(C=C1)O)OC.C(\C=C\C1=CC(OC)=C(O)C=C1)(=O)OC